C=NC1=C(C=CC=C1CC)CC methylene-2,6-diethylaniline